N-methylimidazolylamine CNC=1NC=CN1